(5-(4-fluorophenoxy)pyrazin-2-yl)propanamide FC1=CC=C(OC=2N=CC(=NC2)C(C(=O)N)C)C=C1